C1(CC1)C1=NN(C=C1C1=CC=2C(C=N1)=CN(N2)C2CN(C2)C)[C@@H]2C[C@H](C2)CN (trans-3-(3-cyclopropyl-4-(2-(1-methylazetidin-3-yl)-2H-pyrazolo[4,3-C]pyridin-6-yl)-1H-pyrazol-1-yl)cyclobutyl)methylamine